C1(CC1)N1N=NC(=C1)C1CN(CC1OC)C1(NC2=NC(=C(N=C2C(=N1)C1=C(C=C(C=C1)F)F)C)C)C(=O)O 2-[3-(1-cyclopropyl-triazol-4-yl)-4-methoxy-pyrrolidin-1-yl]-4-(2,4-difluorophenyl)-6,7-dimethyl-pteridineformic acid